6-Isopropyl-5-(8-methoxy-7-methyl-[1,2,4]triazolo[1,5-a]pyridin-6-yl)-1-(4-(3-methoxyazetidin-1-yl)cyclohexyl)-1,3-dihydro-2H-benzo[d]imidazol-2-on C(C)(C)C=1C(=CC2=C(N(C(N2)=O)C2CCC(CC2)N2CC(C2)OC)C1)C=1C(=C(C=2N(C1)N=CN2)OC)C